C(=C\CCCCCC)/B(O)O (E)-1-octen-1-ylboronic acid